COCOC=1C(=CC2=CN(N=C2C1C)C)C=1C=CC2=C(N=CC(N2)=O)N1 6-[6-(methoxymethoxy)-2,7-dimethylindazol-5-yl]-1H-pyrido[2,3-b]pyrazin-2-one